(6-Bromo-3,4-dichloro-2-fluoro-phenyl)-(1-tetrahydropyran-2-ylpyrazol-4-yl)methanol BrC1=CC(=C(C(=C1C(O)C=1C=NN(C1)C1OCCCC1)F)Cl)Cl